3-(4,4,5,5-tetramethyl-1,3,2-dioxaborolan-2-yl)-1,5,7-triphenyl-dibenzothiophene CC1(OB(OC1(C)C)C=1C=C(C2=C(S(C3=C2C=CC(=C3)C3=CC=CC=C3)C3=CC=CC=C3)C1)C1=CC=CC=C1)C